2,7-dibromo-9,9-didodecyl-fluorene BrC1=CC=2C(C3=CC(=CC=C3C2C=C1)Br)(CCCCCCCCCCCC)CCCCCCCCCCCC